Dimethyl isophthalate sodium [Na].C(C1=CC(C(=O)OC)=CC=C1)(=O)OC